C1(CC1)COC1=C(C=CC(=N1)C(=O)N[C@H](COCCCF)C)N1CC(C1)OC 6-(cyclopropylmethoxy)-N-[(2S)-1-(3-fluoropropyloxy)propan-2-yl]-5-(3-methoxyazetidin-1-yl)pyridine-2-carboxamide